FC1(C(C1)C1=C(N=NC(=C1)C1=C(C(=CC(=C1)F)F)F)NC1C[C@@H]2[C@@H](CN(C2)C([2H])([2H])C2CCOCC2)C1)F (3aR,5s,6aS)-N-(4-(2,2-difluorocyclopropyl)-6-(2,3,5-trifluorophenyl)pyridazin-3-yl)-2-((tetrahydro-2H-pyran-4-yl)methyl-d2)octahydrocyclopenta[c]pyrrol-5-amine